tert-butyl 2-allyl-3-(hydroxymethyl)-6,7-dihydro-2H-pyrazolo[4,3-c]pyridine-5(4H)-carboxylate C(C=C)N1N=C2C(CN(CC2)C(=O)OC(C)(C)C)=C1CO